tert-butyl 2-((2-methyl-1-((tetrahydro-2H-pyran-2-yl)oxy)propan-2-yl)sulfonyl)acetate CC(COC1OCCCC1)(C)S(=O)(=O)CC(=O)OC(C)(C)C